2,3-dibromo-6-methyl-5-(1-propoxyethyl)pyridine BrC1=NC(=C(C=C1Br)C(C)OCCC)C